1,3-dimethyl-6-nitro-2,4-dioxo-1,2,3,4-tetrahydroquinazoline-7-carboxylic acid methyl ester COC(=O)C1=C(C=C2C(N(C(N(C2=C1)C)=O)C)=O)[N+](=O)[O-]